NC=1C=2C3=C(C(N(C3=CC1)CC)=O)C=CC2 6-amino-1-ethylbenzo[cd]indol-2(1H)-one